bromo-5-(2-fluorophenyl)-1H-pyrrole-3-carbaldehyde BrN1C=C(C=C1C1=C(C=CC=C1)F)C=O